(E)-3-(1,3-benzodioxol-5-yl)-N-(2-methylsulfanylethyl)N-(2-pyridyl)prop-2-enamide O1COC2=C1C=CC(=C2)/C=C/C(=O)N(C2=NC=CC=C2)CCSC